S(=O)(=O)(ON1[C@@H]2CC[C@H](N(C1=O)C2)C(C2COC2)(F)F)O (2S,5R)-2-[difluoro(oxetan-3-yl)methyl]-7-oxo-1,6-diazabicyclo[3.2.1]octan-6-yl hydrogen sulfate